1-bromo-3-(4-bromophenyl)benzene BrC1=CC(=CC=C1)C1=CC=C(C=C1)Br